FC=1C=C(C=CC1COC1=CC=CC=C1)C1=NOC(=N1)C(F)(F)F 3-(3-fluoro-4-(phenoxymethyl)phenyl)-5-(trifluoromethyl)-1,2,4-oxadiazole